(-)-1-[4-(2,6-difluoro-4-methoxy-phenyl)-2-oxopyrrolidin-3-yl]-3-phenyl-urea FC1=C(C(=CC(=C1)OC)F)C1C(C(NC1)=O)NC(=O)NC1=CC=CC=C1